2-AMINO-3-(DIMETHYLAMINO)-2-METHYLPROPANOIC ACID NC(C(=O)O)(CN(C)C)C